BrC1=C(C#N)C=C(C=C1)OCCOC 2-bromo-5-(2-methoxyethoxy)benzonitrile